(2R,4R)-N-(5-(1-amino-3-cyclopropyl-1-(pyridin-4-yl)propyl)-2-fluorophenyl)-4-phenylpyrrolidine-2-carboxamide NC(CCC1CC1)(C1=CC=NC=C1)C=1C=CC(=C(C1)NC(=O)[C@@H]1NC[C@H](C1)C1=CC=CC=C1)F